ClC1=CC=2C3=C(C(=NC2C(=C1C=1C=CC=C2C=CC=C(C12)C#N)F)O[C@@H](C)[C@H]1N(CCC1)C)N=CN3[C@@H]3C[C@H](N(CC3)C(=O)C3CC3)CC#N 8-(8-chloro-1-((2S,4S)-2-(cyanomethyl)-1-(cyclopropanecarbonyl)piperidin-4-yl)-6-fluoro-4-((S)-1-((S)-1-methylpyrrolidin-2-yl)ethoxy)-1H-imidazo[4,5-c]quinolin-7-yl)-1-naphthonitrile